C1N(CCC2=CC=CC=C12)C=1SC(=C2C1C[C@H]([C@H]2O)F)S(=O)(=O)C (4S,5R)-1-(3,4-Dihydroisoquinolin-2(1H)-yl)-5-fluoro-3-(methylsulfonyl)-5,6-dihydro-4H-cyclopenta[c]thiophen-4-ol